(2R)-N-((R)-(3-chloro-4-fluorophenyl)((1R,3s,5s)-6,6-difluorobicyclo[3.1.0]hexane-3-yl)methyl)-2-methyl-3-oxopiperazine-1-carboxamide ClC=1C=C(C=CC1F)[C@H](NC(=O)N1[C@@H](C(NCC1)=O)C)C1C[C@H]2C([C@H]2C1)(F)F